(tris(2-carboxyethyl)phosphine) HCl salt Cl.C(=O)(O)CCP(CCC(=O)O)CCC(=O)O